5-chloro-7-(2,4-difluorophenyl)-N,N-dimethylthiazolo[4,5-d]pyrimidin-2-amine ClC=1N=C(C2=C(N1)N=C(S2)N(C)C)C2=C(C=C(C=C2)F)F